5-(5,6-dihydro-2H-pyran-3-yl)-2-(4-{[(3R)-1-methylpiperidin-3-yl]amino}phthalazin-1-yl)phenol O1CC(=CCC1)C=1C=CC(=C(C1)O)C1=NN=C(C2=CC=CC=C12)N[C@H]1CN(CCC1)C